[N+](=O)([O-])C=1C=CC(=NC1)C(CO)O (5-nitro-2-pyridinyl)ethane-1,2-diol